Cl.FC=1C=CC(=C(C(=O)N(C(C)C)C(C)C)C1)OC=1C(=NC=NC1)N1C[C@@H](CC1)CN1CC2(C1)CCN(CC2)S(=O)(=O)N2CCNCC2 (S)-5-fluoro-N,N-diisopropyl-2-((4-(3-((7-(piperazine-1-sulfonyl)-2,7-diazaspiro[3.5]nonan-2-yl)methyl)pyrrolidin-1-yl)pyrimidin-5-yl)oxy)benzamide hydrochloride